The molecule is an organic heterotricyclic compound and an organooxygen compound. It has a role as a metabolite and a oneirogen. CC(=O)O[C@H]1C[C@H]([C@@]2(CC[C@H]3C(=O)O[C@@H](C[C@@]3([C@H]2C1=O)C)C4=COC=C4)C)C(=O)OC